FC(C1=NC(=NO1)C1=CC=C(C=C1)NS(=O)(=O)CCC)(F)F N-[4-[5-(trifluoromethyl)-1,2,4-oxadiazol-3-yl]phenyl]propane-1-sulfonamide